1-(1,3-dihydro-2H-isoindol-2-yl)-2-[(3-fluorophenyl)sulfanyl]ethanone C1N(CC2=CC=CC=C12)C(CSC1=CC(=CC=C1)F)=O